3-(5-(1-methyl-piperidin-4-yloxy)pyridin-2-yl)-N-(3-(trifluoromethyl)pyridin-2-yl)-1,2,4-thiadiazol-5-amine CN1CCC(CC1)OC=1C=CC(=NC1)C1=NSC(=N1)NC1=NC=CC=C1C(F)(F)F